N-(5-((5-(2-(methoxymethyl)azetidin-1-yl)pyridin-2-yl)ethynyl)-8-(methylamino)-2,7-naphthyridin-3-yl)cyclopropanecarboxamide COCC1N(CC1)C=1C=CC(=NC1)C#CC1=C2C=C(N=CC2=C(N=C1)NC)NC(=O)C1CC1